(S)-(1-(4-(4-nitro-1-phenyl-1H-pyrazol-5-yl)pyridin-2-yl)but-3-en-1-yl)carbamic acid tert-butyl ester C(C)(C)(C)OC(N[C@@H](CC=C)C1=NC=CC(=C1)C1=C(C=NN1C1=CC=CC=C1)[N+](=O)[O-])=O